2,3-dimethyl-4-bromophenol CC1=C(C=CC(=C1C)Br)O